(R)-N-((S)-3-(3,4-dihydroisoquinolin-2(1H)-yl-1,1,4,4-d4)-2-hydroxypropyl)-3-(5-methyl-6-oxopyridazin-1(6H)-yl)piperidine-1-carboxamide C1(N(CC(C2=CC=CC=C12)([2H])[2H])C[C@H](CNC(=O)N1C[C@@H](CCC1)N1N=CC=C(C1=O)C)O)([2H])[2H]